(5-(3-(4-(2-(3-Bromophenyl)-7,7-dimethylnon-8-yn-2-yl)thiazol-2-yl)phenoxy)-6-fluoro-1H-indol-4-yl)methanol BrC=1C=C(C=CC1)C(C)(CCCCC(C#C)(C)C)C=1N=C(SC1)C=1C=C(OC=2C(=C3C=CNC3=CC2F)CO)C=CC1